N-(2-((1S,3S,5S)-3-cyano-2-azabicyclo[3.1.0]hex-2-yl)-2-oxoethyl)-7-methylquinoline-4-carboxamide C(#N)[C@H]1N([C@H]2C[C@H]2C1)C(CNC(=O)C1=CC=NC2=CC(=CC=C12)C)=O